CN(C(OC(C)(C)C)=O)[C@@H]1CSCC1 tert-butyl (S)-methyl(tetrahydrothiophen-3-yl)carbamate